CC1=NC(=CC(=N1)NCCC(C(=O)N)C)NC=1SC(=CN1)C1=CC=CC=C1 [2-[[2-methyl-6-[(5-phenylthiazol-2-yl)amino]pyrimidin-4-yl]amino]ethyl]propanamide